ClC1=C(C=C(C=C1)F)[C@H]1NC(C2=C3C(=CC(=C12)NC(C1=CC(=CC(=C1)C(F)(F)F)F)=O)N(C(O3)=O)CC(F)(F)F)=O (S)-N-(6-(2-chloro-5-fluorophenyl)-2,8-dioxo-3-(2,2,2-trifluoroethyl)-3,6,7,8-tetrahydro-2H-oxazolo[5,4-e]isoindol-5-yl)-3-fluoro-5-(trifluoromethyl)benzamide